Samarium(III) chloride [Cl-].[Sm+3].[Cl-].[Cl-]